Bromoquinoline-4-carboxylic acid tert-butyl ester C(C)(C)(C)OC(=O)C1=CC(=NC2=CC=CC=C12)Br